2,2'-[(1-Methylethyliden)bis[(2,6-dibromo-4,1-phenylen)-oxymethylen]]-bisoxiran CC(C)(C1=CC(=C(C(=C1)Br)OCC1OC1)Br)C1=CC(=C(C(=C1)Br)OCC1OC1)Br